3-chloro-5-(trifluoromethyl)pyridazine tert-butyl-(1-(5-(4,4,5,5-tetramethyl-1,3,2-dioxaborolan-2-yl)pyrimidin-2-yl)cyclobutyl)carbamate C(C)(C)(C)N(C(O)=O)C1(CCC1)C1=NC=C(C=N1)B1OC(C(O1)(C)C)(C)C.ClC=1N=NC=C(C1)C(F)(F)F